CC1(CCOC1)C 4,4-dimethyloxolane